ClC=1C=C2C=CN(C2=C(C1)C1=C2C(=NC=C1)C=C(S2)CN2C(C1C(C1C2=O)(C)C)=O)CCC2(CCNCC2)C#N 4-(2-(5-Chloro-7-(2-((6,6-Dimethyl-2,4-dioxo-3-azabicyclo[3.1.0]hexane-3-yl)methyl)thieno[3,2-b]pyridin-7-yl)-1H-indol-1-yl)ethyl)piperidine-4-carbonitrile